C(C)(C)(C)P(C1=C(C=CC=C1)C1=CC=NN1C(C)C)C(C)(C)C 5-(2-(di-t-butylphosphino)phenyl)-1-isopropyl-1H-pyrazole